C(CCCCCCCCCC)(=O)[O-].[Na+] Sodium undecanoate